4-[3-(1-ethyl-3-methyl-1H-pyrazol-5-yl)-1H-1,2,4-triazol-5-yl]-1-methyl-1H-pyrazolo[4,3-c]pyridine-6-carboxamide C(C)N1N=C(C=C1C1=NNC(=N1)C1=NC(=CC2=C1C=NN2C)C(=O)N)C